N-(3-(6-(methylthio)-[1,3]dioxolo[4,5-c]pyridin-4-yl)-1H-pyrrolo[2,3-c]pyridin-5-yl)acetamide CSC1=CC2=C(C(=N1)C1=CNC3=CN=C(C=C31)NC(C)=O)OCO2